1-(4-(bromomethyl)thiazol-2-yl)ethanone BrCC=1N=C(SC1)C(C)=O